C(C1=CC=CC=C1)C1CCN(CC1)CCN(C(CC)=O)C(C)C1=CC=CC=C1 N-(2-(4-benzylpiperidin-1-yl)ethyl)-N-(1-phenylethyl)propanamide